O=C1NC(CCC1N1C(C2=CC=C(C=C2C1=O)NCCCCCCN1N=CC(=C1)C1=NC2=CC(=CC=C2N=C1)C=1CCNCC1)=O)=O 2-(2,6-dioxopiperidin-3-yl)-5-((6-(4-(7-(1,2,3,6-tetrahydropyridin-4-yl)quinoxalin-2-yl)-1H-pyrazol-1-yl)hexyl)amino)isoindoline-1,3-dione